BrC1=CC(=C(C(=C1)Cl)O)Cl 4-bromo-2,6-dichloro-phenol